ClC1=CC=C2C(=CC(=NC2=C1Cl)CCC=O)C=1C=NN(C1)C(=O)OC(C)(C)C tert-butyl 4-(7,8-dichloro-2-(3-oxopropyl)quinolin-4-yl)-1H-pyrazole-1-carboxylate